N(=[N+]=[N-])CC=1C(=C(C(=O)O)C(=CC1)F)F 3-(azidomethyl)-2,6-difluorobenzoic acid